(2S,4R)-1-((S)-2-(1-fluorocyclopropanecarboxamido)-3,3-dimethylbutanoyl)-4-hydroxypyrrolidine-2-carboxylic acid FC1(CC1)C(=O)N[C@H](C(=O)N1[C@@H](C[C@H](C1)O)C(=O)O)C(C)(C)C